N-methoxy-N-methyltridecanamide CON(C(CCCCCCCCCCCC)=O)C